C(CCCCCCC\C=C/C\C=C/CCCCC)C1(OCC(O1)CCN(C)C)CCCCCCCC\C=C/C\C=C/CCCCC 2-[2,2-bis[(9Z,12Z)-octadeca-9,12-dienyl]-1,3-dioxolan-4-yl]-N,N-dimethylethylamine